adenosine-tri-phosphate P(=O)(O)(O)O[C@H]1[C@@H](O[C@@H]([C@H]1OP(=O)(O)O)COP(=O)(O)O)N1C=NC=2C(N)=NC=NC12